(R)-2-amino-3-(7-methylthieno[3,2-b]pyridine-2-carboxamido)propanoic acid N[C@@H](C(=O)O)CNC(=O)C1=CC2=NC=CC(=C2S1)C